C(C)(C)(C)OC(=O)N1C2(CCCC1CC2)OS(=O)(=O)C2=CC=C(C)C=C2 (p-toluenesulfonyloxy)-8-azabicyclo[3.2.1]octane-8-carboxylic acid tert-butyl ester